5-fluoro-2-morpholinonicotinamide FC=1C=NC(=C(C(=O)N)C1)N1CCOCC1